methyl (4-fluorophenylmethyl)(1-methylpiperidin-4-yl)carbamate FC1=CC=C(C=C1)CN(C(OC)=O)C1CCN(CC1)C